C(=CCCC)NS(=O)(=O)N pentenyl-sulfamide